CN1N=CC(=C1C(=O)O)C 1,4-dimethyl-1H-pyrazole-5-carboxylic acid